FC1([C@@H]([C@H](CCC1)OC=1C=C2CN(C(C2=CC1)=O)C1C(NC(CC1)=O)=O)N1CC(C1)C1CCN(CC1)C(=O)C1(CCCC1)C)F 3-(5-(((1S,2R)-3,3-difluoro-2-(3-(1-(1-methylcyclopentane-1-carbonyl)piperidin-4-yl)azetidin-1-yl)cyclohexyl)-oxy)-1-oxoisoindolin-2-yl)-piperidine-2,6-dione